methyl 2-((1-((tert-butoxycarbonyl) amino)-3,3-difluorocyclobutyl) methoxy)-5-fluorobenzoate C(C)(C)(C)OC(=O)NC1(CC(C1)(F)F)COC1=C(C(=O)OC)C=C(C=C1)F